1-(3-amino-6-chloro-2-pyridyl)ethanone NC=1C(=NC(=CC1)Cl)C(C)=O